NC1=C(C(=NN1C1=CC=CC=C1)C)C1(C(NC2=CC=C(C=C12)[N+](=O)[O-])=O)C=1C(=NN(C1O)C1=CC=CC=C1)C(F)(F)F 3-(5-amino-3-methyl-1-phenyl-1H-pyrazol-4-yl)-3-(5-hydroxy-1-phenyl-3-(trifluoromethyl)-1H-pyrazol-4-yl)-5-nitroindolin-2-one